3-(4-(2,4-difluorophenoxy)-3-(6-methyl-7-oxo-6,7-dihydro-1H-pyrrolo[2,3-c]pyridin-4-yl)phenyl)-3-azabicyclo[3.1.0]hexane-2,4-dione FC1=C(OC2=C(C=C(C=C2)N2C(C3CC3C2=O)=O)C=2C3=C(C(N(C2)C)=O)NC=C3)C=CC(=C1)F